glycerol tri(2-hexyldecyl palmitate) C(CCCCC)C(CC(C(=O)OCC(OC(C(CCCCCCCCCCCCCC)CC(CCCCCCCC)CCCCCC)=O)COC(C(CCCCCCCCCCCCCC)CC(CCCCCCCC)CCCCCC)=O)CCCCCCCCCCCCCC)CCCCCCCC